3-(3-(benzyloxy)-4-(ethylsulfonamido)phenyl)-5-(pyridin-2-ylamino)-1H-pyrazole-4-carboxamide C(C1=CC=CC=C1)OC=1C=C(C=CC1NS(=O)(=O)CC)C1=NNC(=C1C(=O)N)NC1=NC=CC=C1